O1C(CCCC1)N1N=CC=C1C1=CC=CC(=N1)C(=O)NC=1C=C(C=CC1)NC([O-])=O [3-[[6-(2-tetrahydropyran-2-ylpyrazol-3-yl)pyridine-2-carbonyl]amino]phenyl]carbamate